1-(2,4-dimethoxyphenyl)-N-methyl-methylamine COC1=C(C=CC(=C1)OC)CNC